N,4-dimethoxy-N-methylthieno[2',3':5,6]benzo[1,2-d]isoxazole-7-carboxamide CON(C(=O)C1=CC2=C(C=C(C3=C2C=NO3)OC)S1)C